N1=C(C=CC2=CC=CN=C12)C=O [1,8]NAPHTHYRIDINE-2-CARBALDEHYDE